3-(5'-fluoro-4,6'-dimethyl-[3,4'-bipyridin]-2'-yl)-5-(5-methylpyridin-3-yl)-1,2,4-oxadiazole FC=1C(=CC(=NC1C)C1=NOC(=N1)C=1C=NC=C(C1)C)C=1C=NC=CC1C